ClC1=CC(=C2C(=N1)C(=CN2COCC[Si](C)(C)C)C=2C=NN(C2)C(F)(F)F)C(=C)C 5-Chloro-7-(prop-1-en-2-yl)-3-(1-(trifluoromethyl)-1H-pyrazol-4-yl)-1-((2-(trimethylsilyl)ethoxy)methyl)-1H-pyrrolo[3,2-b]pyridine